3-Benzyl 8-(tert-butyl) (1R,2R,5S)-2-(2,2,2-trifluoro-1-hydroxyethyl)-3,8-diazabicyclo[3.2.1]octane-3,8-dicarboxylate FC(C(O)[C@H]1[C@H]2CC[C@@H](CN1C(=O)OCC1=CC=CC=C1)N2C(=O)OC(C)(C)C)(F)F